4-Oxo-6-(5,6,7,8-tetrahydronaphthalen-2-yl)-4,5-dihydropyrazolo[1,5-a]pyrazine-2-carboxylic acid O=C1C=2N(C=C(N1)C1=CC=3CCCCC3C=C1)N=C(C2)C(=O)O